(1-(5-(5-amino-1,3,4-oxadiazol-2-yl)-4-cyclopropyl-2-ethylbenzoyl)-4-fluoropiperidin-4-yl)benzonitrile NC1=NN=C(O1)C=1C(=CC(=C(C(=O)N2CCC(CC2)(F)C2=C(C#N)C=CC=C2)C1)CC)C1CC1